N[C@H](C(F)(F)F)C=1NC=2C(N(C=C(C2C1)C#N)C1=NC(=CC(=C1)C1=C(C=C(C=C1)F)C1=NN=CN1C)C1CC1)=O 2-[(S)-1-amino-2,2,2-trifluoroethyl]-6-{6-cyclopropyl-4-[4-fluoro-2-(4-methyl-4H-1,2,4-triazol-3-yl)phenyl]-2-pyridyl}-7-oxo-1,6-dihydro-1,6-diaza-4-indenecarbonitrile